6-benzyloxy-5-methoxy-1,2-benzoxazol-3-amine C(C1=CC=CC=C1)OC1=CC2=C(C(=NO2)N)C=C1OC